ClC1=C(C=C(C(=C1)OC)\C=C(/CC)\[N+](=O)[O-])OC (E)-1-chloro-2,5-dimethoxy-4-(2-nitrobut-1-en-1-yl)benzene